FC1(CC(C1)N1[C@@H](C=2NC3=CC=CC=C3C2C[C@H]1C)C1=C(C=C(C=C1F)C(C(=O)O)=C)F)F 4-((1R,3R)-2-(3,3-difluorocyclobutyl)-3-methyl-2,3,4,9-tetrahydro-1H-pyrido[3,4-b]indol-1-yl)-3,5-difluorophenyl-acrylic acid